[Si](C)(C)(C(C)(C)C)OCCS(=O)(=O)CC(CCC[C@@](C(=O)NN(C(=O)OC(C)(C)C)C)(C1=CC(=CC=C1)CCS(=O)(=O)C)C)(C)C tert-butyl (R)-2-(7-((2-((tert-butyldimethylsilyl)oxy) ethyl)sulfonyl)-2,6,6-trimethyl-2-(3-(2-(methylsulfonyl)ethyl) phenyl)heptanoyl)-1-methylhydrazine-1-carboxylate